5-((4-methoxybenzyl)amino)-2,2-dimethyl-1,3-dioxane-5-carbonitrile COC1=CC=C(CNC2(COC(OC2)(C)C)C#N)C=C1